5-cyclopropyl-1-((1R,2S)-2-hydroxycyclobutyl)-3-((7-methoxy-1-methyl-6-(pyrazolo[1,5-a]pyrazin-3-yloxy)-1H-imidazo[4,5-b]pyridin-2-yl)amino)pyridin-2(1H)-one C1(CC1)C=1C=C(C(N(C1)[C@H]1[C@H](CC1)O)=O)NC=1N(C=2C(=NC=C(C2OC)OC=2C=NN3C2C=NC=C3)N1)C